C(C(=C)C)(=O)OC[Si](OCC)(C)C (Methacryloxymethyl)dimethyl-ethoxysilane